ClC1=CC=2N(C=C1)C=NC2CC(=O)NC2=NC=NC(=C2)NCC=2N=C1N(C=C(C=C1CO)C1CC1)C2 2-(7-chloroimidazo[1,5-a]pyridin-1-yl)-N-(6-(((6-cyclopropyl-8-(hydroxymethyl)imidazo[1,2-a]pyridin-2-yl)methyl)amino)pyrimidin-4-yl)acetamide